FC(COC(=O)N1[C@H]([C@]2(C[C@H]1C)NC(COC2)=O)CC=2C(=C(C=CC2)C2=CC(=CC(=C2)F)F)F)F (1S,3R,5S)-3-methyl-7-oxo-1-({2,3',5'-trifluoro-[1,1'-biphenyl]-3-yl}methyl)-9-oxa-2,6-diazaspiro[4.5]decane-2-carboxylic acid 2,2-difluoroethyl ester